CC1=C(N=C(O1)C1=CC=C(C=C1)NC(C)=O)CC1=CC=C(C=C1)OC1=CC=CC=C1 N-(4-(5-methyl-4-(4-phenoxybenzyl)oxazol-2-yl)phenyl)acetamide